C(C)OC1=CC=2N(C=C1C(=O)NC1=CC=C(N=N1)N1CC3C(C1)CN(C3)C(=O)OC(C)(C)C)C=C(N2)C tert-butyl 5-(6-(7-ethoxy-2-methylimidazo[1,2-a]pyridine-6-carboxamido)pyridazin-3-yl)hexahydropyrrolo[3,4-c]pyrrole-2(1H)-carboxylate